(S)-1-(oxetan-2-ylmethyl)-2-((4-(2-phenylfuro[2,3-b]pyridin-6-yl)piperazin-1-yl)methyl)-1H-benzo[d]imidazole-6-carboxylic acid O1[C@@H](CC1)CN1C(=NC2=C1C=C(C=C2)C(=O)O)CN2CCN(CC2)C2=CC=C1C(=N2)OC(=C1)C1=CC=CC=C1